4-[(5-tert-butylpyridin-3-yl)amino]-6-[(4-chloro-1H-indol-6-yl)amino]pyridine-2-carbonitrile C(C)(C)(C)C=1C=C(C=NC1)NC1=CC(=NC(=C1)NC1=CC(=C2C=CNC2=C1)Cl)C#N